C1(CC1)C([C@@H](C(=O)NC=1C=NN(C1)CC=1N(N=NC1)C(C)C)NC(=O)C=1N(N=CC1)C(C)C)C1CC1 N-[(1S)-1-(dicyclopropyl-methyl)-2-[[1-[(3-isopropyl-triazol-4-yl)methyl]pyrazol-4-yl]amino]-2-oxo-ethyl]-2-iso-propyl-pyrazole-3-carboxamide